(R)-N-(5-fluoroquinolin-6-yl)-7-(1-methyl-1H-pyrazol-4-yl)-5-(1-(oxetan-3-yl)propoxy)quinazolin-4-amine FC1=C2C=CC=NC2=CC=C1NC1=NC=NC2=CC(=CC(=C12)O[C@H](CC)C1COC1)C=1C=NN(C1)C